methyl 7-(2-chloro-5-methoxypyridin-4-yl)-3-methylimidazo[1,5-a]pyridine-6-carboxylate ClC1=NC=C(C(=C1)C1=CC=2N(C=C1C(=O)OC)C(=NC2)C)OC